Mono-2-ethylhexylamine C(C)C(CN)CCCC